1-(3,3-diphenylallyl)-3-(4-fluorophenyl)-1-(2-(pyrrolidin-1-yl)ethyl)urea C1(=CC=CC=C1)C(=CCN(C(=O)NC1=CC=C(C=C1)F)CCN1CCCC1)C1=CC=CC=C1